1,7-dihydro-6H-purine N1C=NC=2N=CNC2C1